chloromethyl-(methyl)hypophosphorous acid chloride ClCP(=O)(C)Cl